C12(CC(C1)C2)B2OC(C(O2)(C)C)(C)C 2-(bicyclo[1.1.1]pentan-1-yl)-4,4,5,5-tetramethyl-1,3,2-dioxaborolan